CC1=C(C(=O)O)C=CC(=C1)NC1=NC=C(C(=N1)NC=1C=CC2=C(NC(O2)=O)C1)C methyl-4-[5-methyl-4-(2-oxo-2,3-dihydro-benzooxazol-5-ylamino)-pyrimidin-2-ylamino]-benzoic acid